2-[9-(pyridin-2-yl)-6-oxaspiro[4.5]dec-2-en-9-yl]acetic acid N1=C(C=CC=C1)C1(CCOC2(CC=CC2)C1)CC(=O)O